1-(vinylsulfonyl)piperidin-4-one C(=C)S(=O)(=O)N1CCC(CC1)=O